FC1=C(C=O)C=CC(=C1C)F 2,4-DIFLUORO-3-METHYLBENZALDEHYDE